2-butyl-lithium malonate C(CC(=O)O)(=O)O.CC(CC)[Li]